methyl cis-2-((1,4-dioxaspiro[4.5]dec-8-yloxy)methyl)-3-((methylsulfonyl)amino)piperidine-1-carboxylate O1CCOC12CCC(CC2)OC[C@@H]2N(CCC[C@@H]2NS(=O)(=O)C)C(=O)OC